FC1=C(C=C(C(=C1)C1=NC(=CC=C1)OCC1=CC2=C(N(N=C2)C)S1)F)CC=1N(C2=C(N1)C=CC(=C2)C(=O)OC)C[C@H]2OCC2 methyl 2-[[2,5-difluoro-4-[6-[(1-methylthieno[2,3-c]pyrazol-5-yl)methoxy]-2-pyridyl]phenyl]methyl]-3-[[(2S)-oxetan-2-yl]methyl]benzimidazole-5-carboxylate